2,4,6-tri(4-bromophenyl)pyrimidine BrC1=CC=C(C=C1)C1=NC(=CC(=N1)C1=CC=C(C=C1)Br)C1=CC=C(C=C1)Br